The molecule is an unsaturated fatty acyl-CoA that results from the formal condensation of the thiol group of coenzyme A with the carboxy group of (5Z,8Z,11Z,14Z,17Z)-icosapentaenoic acid. It is a member of n-3 PUFA and by-product of alpha-linolenic acid metabolism. It is an unsaturated fatty acyl-CoA, a long-chain fatty acyl-CoA and a timnodonoyl bioconjugate. It is a conjugate acid of a (5Z,8Z,11Z,14Z,17Z)-icosapentaenoyl-CoA(4-). CC/C=C\\C/C=C\\C/C=C\\C/C=C\\C/C=C\\CCCC(=O)SCCNC(=O)CCNC(=O)[C@@H](C(C)(C)COP(=O)(O)OP(=O)(O)OC[C@@H]1[C@H]([C@H]([C@@H](O1)N2C=NC3=C(N=CN=C32)N)O)OP(=O)(O)O)O